N-(3-Chloro-2,6-difluorobenzyl)-4-cyclopropyl-1,2,3-thiadiazol-5-carboxamid ClC=1C(=C(CNC(=O)C2=C(N=NS2)C2CC2)C(=CC1)F)F